3-(4-(4-((5-cyclopropyl-3-(2,6-dichlorophenyl)isoxazol-4-yl)methoxy)piperidin-1-yl)phenyl)-1,2,4-oxadiazol-5(4H)-one C1(CC1)C1=C(C(=NO1)C1=C(C=CC=C1Cl)Cl)COC1CCN(CC1)C1=CC=C(C=C1)C1=NOC(N1)=O